ClC=1C=C(C=CC1F)NC(=O)C1=C2CCC(C2=C(C=C1)F)NC(C1=NC=CC=C1)=O N-(4-((3-chloro-4-fluorophenyl)carbamoyl)-7-fluoro-2,3-dihydro-1H-inden-1-yl)picolinamide